BrC=1C=C(C(=NC1)C)F 5-bromo-3-fluoropicoline